4-(4-(6-(hydroxymethyl)-3-iodoimidazo[1,2-b]pyridazin-7-yl)phenyl)piperazine-1-carboxylic acid tert-butyl ester C(C)(C)(C)OC(=O)N1CCN(CC1)C1=CC=C(C=C1)C1=CC=2N(N=C1CO)C(=CN2)I